C1(=CC=CC=C1)C1(NCCOC1)C(=O)N1CC2=NN(C=C2C1)S(=O)(=O)C1=CC2=C(N=CS2)C=C1 6-{[5-(3-phenylmorpholine-3-carbonyl)-2H,4H,5H,6H-pyrrolo[3,4-c]pyrazol-2-yl]sulfonyl}-1,3-benzothiazole